3-(2-methoxypyrimidin-5-yl)-3-(4-(3-(5,6,7,8-tetrahydro-1,8-naphthyridin-2-yl)propyl)thiazol-2-yl)propionic acid COC1=NC=C(C=N1)C(CC(=O)O)C=1SC=C(N1)CCCC1=NC=2NCCCC2C=C1